FC([C@@H]1CCC=2N1C1=C(N2)C(=CC(=C1)C1=NC(=NC=C1F)NC1=NC=C(C=C1)CN1CC2(C1)CCN(CC2)CC)F)F (S)-4-(1-(difluoromethyl)-5-fluoro-2,3-dihydro-1H-benzo[d]pyrrolo[1,2-a]imidazol-7-yl)-N-(5-((7-ethyl-2,7-diazaspiro[3.5]nonan-2-yl)methyl)pyridin-2-yl)-5-fluoropyrimidin-2-amine